O[C@H]1C[C@H]2C[C@H]([C@H]3[C@@H]4CC[C@H]([C@@H](CCC(=O)NCCCC(=O)O)C)[C@]4([C@H](C[C@@H]3[C@]2(CC1)C)O)C)O 3-[(3α,7α,12α-trihydroxy-24-oxo-5β-cholan-24-yl)amino]propanecarboxylic acid